5-Bromo-3-(3-nitrophenyl)-1H-pyrazolo[3,4-b]pyridine BrC=1C=C2C(=NC1)NN=C2C2=CC(=CC=C2)[N+](=O)[O-]